COCOC1=C(C=CC(=C1)C(F)(F)F)C=1C=2N(C(=NN1)S(=O)C)C=CC2 1-(2-(methoxymethoxy)-4-(trifluoromethyl)phenyl)-4-(methylsulfinyl)pyrrolo[1,2-d][1,2,4]triazine